N1C=C(C=2C1=NC=CC2)C=2SC=C(N2)C=2C=C(C=CC2)[C@@]2(CCN1C2=NC=C1)O (R)-7-(3-(2-(1H-Pyrrolo[2,3-b]pyridin-3-yl)thiazol-4-yl)phenyl)-6,7-dihydro-5H-pyrrolo[1,2-a]imidazol-7-ol